O(C1=CC=CC=C1)CCN 2-phenoxyethan-1-amine